CC1(N(C(CCC1)(C)C)NCCC[Si](OC)(OC)C)C (2,2,6,6-tetramethylpiperidyl)aminopropylmethyldimethoxysilane